CC=1C=C(C=CC1OC(F)(F)F)B(O)O 3-METHYL-4-TRIFLUOROMETHOXYPHENYLBORONIC ACID